N-(2,2-difluoroethyl)-5-(2-(isopropylamino)-7H-pyrrolo[2,3-d]pyrimidin-5-yl)pyrazolo[1,5-a]pyridine-3-carboxamide FC(CNC(=O)C=1C=NN2C1C=C(C=C2)C2=CNC=1N=C(N=CC12)NC(C)C)F